5-Fluoro-1-((4aR,6R,7aS)-2-(hexyloxy)-2-oxo-tetrahydro-4H-furo[3,2-d][1,3,2]dioxaphosphorin-6-yl)pyrimidine-2,4(1H,3H)-dione FC=1C(NC(N(C1)[C@H]1C[C@@H]2OP(OC[C@H]2O1)(=O)OCCCCCC)=O)=O